{2-benzyl-2-azaspiro[3.3]heptan-6-yl}methanamine C(C1=CC=CC=C1)N1CC2(C1)CC(C2)CN